CNCCCC1C2=CC=CC=C2C=CC3=CC=CC=C13 The molecule is an organic tricyclic compound. It has a role as an antidepressant. It derives from a hydride of a dibenzo[a,d][7]annulene.